Racemic-(+,-)-(Z)-2-amino-6-bromocyclohexanone NC1C(C(CCC1)Br)=O